3-Fluoro-4-(2-hydroxypropan-2-yl)-N'-((2,4,5,6-tetrahydro-1H-cyclobuta[f]inden-3-yl)carbamoyl)thiophene-2-sulfonimidamide FC1=C(SC=C1C(C)(C)O)S(=O)(N)=NC(NC1=C2C(=CC=3CCCC13)CC2)=O